BrC1=C(C=CC=C1)C1=C(C(=NC(=N1)NC1=CC(=C(C=C1)C1CCN(CC1)C)C)OC)C(=O)N (2-bromophenyl)-4-methoxy-2-((3-methyl-4-(1-methylpiperidin-4-yl)phenyl)amino)pyrimidine-5-carboxamide